(4-fluorophenyl) Methyl ketone CC(=O)C1=CC=C(C=C1)F